N=1N(N=CC1)C1=C(C=C(C=N1)NC(=O)C=1C=NN(C1C(F)(F)F)C1=C2C=CC=NC2=CC=C1)C(F)(F)F N-(6-(2H-1,2,3-Triazol-2-yl)-5-(trifluoromethyl)pyridin-3-yl)-1-(chinolin-5-yl)-5-(trifluoromethyl)-1H-pyrazol-4-carboxamid